FC1(CC1)CNC(C1=C(C=C(C=C1)B1OC(C(O1)(C)C)(C)C)OC)=O N-[(fluorocyclopropyl)methyl]-2-methoxy-4-(4,4,5,5-tetramethyl-1,3,2-dioxaborolan-2-yl)benzamide